tert-butyl 4-(2-(bis(benzyloxy)phosphoryl)ethyl)piperidine-1-carboxylate C(C1=CC=CC=C1)OP(=O)(OCC1=CC=CC=C1)CCC1CCN(CC1)C(=O)OC(C)(C)C